tin (II) di(ethylhexanoate) C(C)C(C(=O)[O-])CCCC.C(C)C(C(=O)[O-])CCCC.[Sn+2]